3-amino-6-(aminomethyl)-1,2,4-triazine-5(4H)-one dihydrochloride Cl.Cl.NC1=NN=C(C(N1)=O)CN